2-[4-(benzyloxy)-1H-pyrazol-1-yl]-3-(ethylsulfanyl)-6-(trifluoromethyl)imidazo[1,2-a]pyridine C(C1=CC=CC=C1)OC=1C=NN(C1)C=1N=C2N(C=C(C=C2)C(F)(F)F)C1SCC